NC1=C(C=C(C(=O)OC)C=C1)NCCOCC(C)C Methyl 4-amino-3-((2-isobutoxyethyl)amino)benzoate